3-(6-(2-hydroxy-4-(trifluoromethyl)phenyl)-5-methylpyridazine-3-carbonyl)piperidine-1-carboxylate OC1=C(C=CC(=C1)C(F)(F)F)C1=C(C=C(N=N1)C(=O)C1CN(CCC1)C(=O)[O-])C